2-(4-{[(3R)-1-methylpiperidin-3-yl]amino}imidazo[1,5-d][1,2,4]triazin-1-yl)-5-(trifluoromethyl)phenol formate C(=O)OC1=C(C=CC(=C1)C(F)(F)F)C=1C=2N(C(=NN1)N[C@H]1CN(CCC1)C)C=NC2